C1(=CC=CC=2C3=CC=CC=C3C3=CC=CC=C3C12)C=1C(=C(C=CC1)C1=CC=CC=C1)C1=NC(=CC(=N1)C1=CC=CC=C1)C1=CC=CC=C1 (triphenylenyl)(diphenylpyrimidinyl)biphenyl